CN1N=CC(=C1)C=1C=NC=2N(C1)N=CC2N2CCNCC2 6-(1-methyl-1H-pyrazol-4-yl)-3-(piperazin-1-yl)pyrazolo[1,5-a]pyrimidine